[6-(5-cyclopropyl-4H-1,2,4-triazol-3-yl)-2-azaspiro[3.3]heptan-2-yl]-[6-[[5-[1-(trifluoromethyl)cyclopropyl]-1H-1,2,4-triazol-3-yl]methyl]-2-azaspiro[3.3]heptan-2-yl]methanone C1(CC1)C=1NC(=NN1)C1CC2(CN(C2)C(=O)N2CC3(C2)CC(C3)CC3=NNC(=N3)C3(CC3)C(F)(F)F)C1